OC1=CC(=C2C(C(=COC2=C1)C1=CC=C(C=C1)[O-])=O)OC 4-(7-hydroxy-5-methoxy-4-oxo-4H-chromen-3-yl)phenolate